BrC=1C=C(NC2(CCC3(C(NC4=CC=CC=C34)=O)CC2)C(=O)O)C=CC1 (1r,4r)-4-(3-bromoanilino)-2'-oxo-1',2'-dihydrospiro[cyclohexane-1,3'-indole]-4-carboxylic acid